(3R)-1-[5-[(3-amino-3-oxo-propyl)-methyl-amino]-2-(2-chlorophenyl)-3-(4-chlorophenyl)pyrazolo[1,5-a]pyrimidin-7-yl]piperidine-3-carboxamide NC(CCN(C1=NC=2N(C(=C1)N1C[C@@H](CCC1)C(=O)N)N=C(C2C2=CC=C(C=C2)Cl)C2=C(C=CC=C2)Cl)C)=O